(4-(3-cyano-6-(1-(2-methoxyethyl)-1H-pyrazol-4-yl)pyrazolo[1,5-a]pyridin-4-yl)phenyl)acrylamide C(#N)C=1C=NN2C1C(=CC(=C2)C=2C=NN(C2)CCOC)C2=CC=C(C=C2)C(C(=O)N)=C